C12CN(CC(CC1)O2)C=2C=NC=1CCN(CC1C2)C=2C(=C(C=1N(N2)C(C=C(N1)C)=O)C)C 7-(3-(8-oxa-3-azabicyclo[3.2.1]octan-3-yl)-7,8-dihydro-1,6-naphthyridin-6(5H)-yl)-2,8,9-trimethyl-4H-pyrimido[1,2-b]pyridazin-4-one